FC1(CN(CCC1O)C1=NC=C(C=N1)C=1C=CC=2N=C3COCC(N3C2N1)C1=CC=CC=C1)F 3,3-difluoro-1-(5-(9-phenyl-8,9-dihydro-6H-pyrido[3',2':4,5]imidazo[2,1-c][1,4]oxazin-2-yl)pyrimidin-2-yl)piperidin-4-ol